3-((4-(4-((6-carbamoyl-3-((R)-3-(3-methyl-2-oxoimidazolin-1-yl)piperidin-1-yl)-1,2,4-triazin-5-yl)amino)-2-fluorophenyl)piperazin-1-yl)methyl)pyrrolidin-1-carboxylate C(N)(=O)C1=C(N=C(N=N1)N1C[C@@H](CCC1)N1C(N(CC1)C)=O)NC1=CC(=C(C=C1)N1CCN(CC1)CC1CN(CC1)C(=O)[O-])F